fructosyl-(2-methyldecanonitrile) OCC1([C@@H](O)[C@H](O)[C@H](O1)CO)C(C#N)(CCCCCCCC)C